C1(=CC=C(C=C1)N(C1=CC=2C3(C4=CC=CC=C4C2C=C1)C1=CC=CC=C1C=1C=CC=CC13)C=1C=C(C(=CC1)C1=CC=CC=C1)C1=CC=CC=C1)C1=CC=CC=C1 (biphenyl-4-yl)-(1,1':2',1''-terphenyl-4'-yl)-(9,9'-spirobifluoren-2-yl)amine